4-oxo-2-phenyl-1,4-dihydroquinoline-6-carboxylic acid ethyl ester C(C)OC(=O)C=1C=C2C(C=C(NC2=CC1)C1=CC=CC=C1)=O